ClC1=CC=C(S1)[C@H](CC(=N)NO)O (3S)-3-(5-chlorothiophene-2-yl)-N,3-dihydroxypropionamidine